3beta,5alpha-dihydroxycholest-7-en-6-one O[C@@H]1C[C@@]2(C(C=C3[C@@H]4CC[C@H]([C@@H](CCCC(C)C)C)[C@]4(CC[C@@H]3[C@]2(CC1)C)C)=O)O